FC1(CN(C1)C1=CN=CC(=N1)C(=O)N1C2=C(OCC1)C=CC=C2)F (6-(3,3-Difluoroazetidin-1-yl)pyrazin-2-yl)(2,3-dihydro-4H-benzo[b][1,4]oxazin-4-yl)methanone